1,6-dicyanoheptane C(#N)CCCCCC(C)C#N